N-[2-amino-5-(4-fluorophenyl)phenyl]-4-(4-pyridylsulfonimidoyl)benzamide NC1=C(C=C(C=C1)C1=CC=C(C=C1)F)NC(C1=CC=C(C=C1)S(=O)(=N)C1=CC=NC=C1)=O